The molecule is a member of the class of hydroxybiphenyls that is biphenyl with hydroxy groups at positions 4 and 4'. It derives from a hydride of a biphenyl. C1=CC(=CC=C1C2=CC=C(C=C2)O)O